C(N)(=O)[C@@H]1CN(CC12CN(C2)C(=O)OC(C)(C)C)C(=O)OCC=C (S)-6-allyl 2-tert-butyl 8-carbamoyl-2,6-diazaspiro[3.4]octane-2,6-dicarboxylate